FC=1SC=C2C1CCC(C2)N(C(OC(C)(C)C)=O)C tert-butyl N-(1-fluoro-4,5,6,7-tetrahydro-2-benzothiophen-5-yl)-N-methyl-carbamate